Cl.CC1(C2C(N(C(C12)=O)CC=1C=C2C(=NC=NN2C1)C=1C=C(C=C2C=CN(C12)C[C@@H]1CNCCO1)C(=O)O)=O)C 7-(6-((6,6-dimethyl-2,4-dioxo-3-azabicyclo[3.1.0]hexan-3-yl)methyl)pyrrolo[2,1-f][1,2,4]triazin-4-yl)-1-(((S)-morpholin-2-yl)methyl)-1H-indole-5-carboxylic acid hydrochloride